C(C)N1C(N(CC1)C1CN(CCC1)C=1N=NC(=C(N1)NC1=CC=C(C=C1)C1CCNCC1)C(=O)N)=O 3-(3-(3-ethyl-2-oxoimidazolin-1-yl)piperidin-1-yl)-5-((4-(piperidin-4-yl)phenyl)amino)-1,2,4-triazin-6-carboxamide